C(C)(C)(C)OC(=O)NC1CCN(CC1)C(CCC(=O)O)=O 4-(4-((tert-butoxycarbonyl)amino)piperidin-1-yl)-4-oxobutanoic acid